6-((2S*,3R*)-2-benzyl-3-fluoropyrrolidin-1-yl)-4-morpholinopyridin-2(1H)-one C(C1=CC=CC=C1)[C@@H]1N(CC[C@H]1F)C1=CC(=CC(N1)=O)N1CCOCC1 |o1:7,11|